2-fluoro-6-[(4-hydroxy-3,5-dimethoxybenzyl)amino]-9-(tetrahydro-2H-pyran-2-yl)-9H-purine FC1=NC(=C2N=CN(C2=N1)C1OCCCC1)NCC1=CC(=C(C(=C1)OC)O)OC